C(C1=CC=CC=C1)(C1=CC=CC=C1)OC([C@H](CCC)O\N=C(/C(=O)O)\C=1N=C(SC1)NC(=O)OC(C)(C)C)=O (S,Z)-2-(((1-(benzhydryloxy)-1-oxopentan-2-yl)oxy)imino)-2-(2-((tert-butoxycarbonyl)amino)thiazol-4-yl)acetic acid